C(C)OC(=O)C=1N=C(N(C1Br)C)CC1=CC=C(C=C1)OC 5-bromo-2-(4-methoxybenzyl)-1-methyl-1H-imidazole-4-carboxylic acid ethyl ester